FC1=C(CN2CN(CC3=C2SC(=C3CN(C)C)C3=CC=C(C=C3)[N+](=O)[O-])C=3N=NC(=CC3)OC3COC3)C(=CC=C1)F 1-(2,6-difluorobenzyl)-5-((dimethylamino)methyl)-6-(4-nitrophenyl)-3-(6-(oxetan-3-yloxy)pyridazin-3-yl)thieno[2,3-d]pyrimidine